FC=1C=C(C=CC1OC1=CC=NC2=CC=C(C=C12)OCCN1CCOCC1)NC(=O)C1=C2C(=CN(C1=O)C1=CC=C(C=C1)F)CCO2 N-(3-fluoro-4-((6-(2-morpholinoethoxy)quinolin-4-yl)oxy)phenyl)-5-(4-fluorophenyl)-6-oxo-2,3,5,6-tetrahydrofuro[3,2-c]pyridine-7-carboxamide